2-Ethyl (E)-(2-cyano-2-(2-(3,5-dichloro-4-((4-oxo-3,4-dihydrophthalazin-1-yl)oxy)phenyl)hydrazineylidene)acetyl)carbamate C(#N)\C(\C(=O)NC(OCC)=O)=N/NC1=CC(=C(C(=C1)Cl)OC1=NNC(C2=CC=CC=C12)=O)Cl